3',4'-dimethoxy-1,1'-biphenyl COC=1C=C(C=CC1OC)C1=CC=CC=C1